N(=[N+]=[N-])[C@H](CC1=CC(=CC=C1)OC)C (S)-1-(2-azidopropyl)-3-methoxybenzene